tert-butyl (1S,4S)-5-(8-chloro-7-cyano-3-fluoro-1,5-naphthyridin-2-yl)-2,5-diazabicyclo[2.2.1]heptane-2-carboxylate ClC=1C(=CN=C2C=C(C(=NC12)N1[C@@H]2CN([C@H](C1)C2)C(=O)OC(C)(C)C)F)C#N